C1=CC(=C(C=C1C2=[O+]C3=CC(=CC(=C3C=C2O[C@H]4[C@@H]([C@H]([C@@H]([C@H](O4)CO)O)O)O)O)O)O)O The molecule is an anthocyanin cation that is a cyanidin cation linked to a beta-D-glucosyl moiety at position 3. It has a role as a metabolite. It is an anthocyanin cation, a beta-D-glucoside and a monosaccharide derivative. It derives from a cyanidin cation. It is a conjugate acid of a cyanidin 3-O-beta-D-glucoside betaine.